6-bromopyrido[3,4-d]pyrimidine-4-ol BrC1=CC2=C(N=CN=C2O)C=N1